ethyl 1-[(6-{3-azabicyclo[3.1.0]hex-3-yl}-2-(hydroxymethyl) pyridin-3-yl) methyl]-1H-1,2,3-triazole-4-carboxylate C12CN(CC2C1)C1=CC=C(C(=N1)CO)CN1N=NC(=C1)C(=O)OCC